C(C=C)(=O)OCCCCCCC[SiH2]C(Br)Br acryloxyheptyldibromomethylsilane